FC1(C(NC2=CC(=CC(=C2[C@H]1O)F)S=C)=O)F 3,3,5-trifluoro-(R)-4-hydroxy-7-(methylylsulfanyl)-1,2,3,4-tetrahydroquinoline-2-one